O1COC2=C1C=CC(=C2)C2=NNC(=C2)NC2=CC=C(C=C2)NCCCN2CCOCC2 N1-(3-(benzo[d][1,3]dioxol-5-yl)-1H-pyrazol-5-yl)-N4-(3-morpholinopropyl)benzene-1,4-diamine